C(C)(C)(C)OC(=O)N1C2CN(CC1C2)C2=CC=C(C=N2)B(O)O (6-(6-(tert-butoxycarbonyl)-3,6-diazabicyclo[3.1.1]heptan-3-yl)pyridin-3-yl)boronic acid